ClC1=CC(=C2C(=N1)NC=N2)N2C(COCC2)C 4-(5-chloro-3H-imidazo[4,5-b]pyridin-7-yl)-3-methylmorpholine